C(C)NC=1N=CC(=C2C=C(N=CC12)NC(=O)C1CC1)C1=NN2C(C=CC(=C2)N2CC3CN(CC(C2)O3)C)=N1 N-(8-(ethylamino)-5-(6-(7-methyl-9-oxa-3,7-diazabicyclo[3.3.1]non-3-yl)-[1,2,4]triazolo[1,5-a]pyridin-2-yl)-2,7-naphthyridin-3-yl)cyclopropanecarboxamide